NC1=C2C(=NC=N1)N(N=C2C2=CC=C(CNC(C1=C(C=CC(=C1)F)OC)=O)C=C2)C2=CC(=C(C=C2)N2CCC(CC2)C(OC)OC)F N-(4-(4-amino-1-(4-(4-(dimethoxymethyl)piperidin-1-yl)-3-fluorophenyl)-1H-pyrazolo[3,4-d]pyrimidin-3-yl)benzyl)-5-fluoro-2-methoxybenzamide